(rac)-ethyl 3-(3-((tert-butyldimethylsilyl)oxy)propyl)-6-fluoro-7-(3-(hydroxymethyl)-1,5-dimethyl-1H-pyrazol-4-yl)-1H-indole-2-carboxylate [Si](C)(C)(C(C)(C)C)OCCCC1=C(NC2=C(C(=CC=C12)F)C=1C(=NN(C1C)C)CO)C(=O)OCC